tri(methoxymethoxy)phenyl-3-(3,4,5-tri(methoxymethoxy)phenyl)prop-2-en-1-one COCOC1=C(C(=C(C=C1)C(C=CC1=CC(=C(C(=C1)OCOC)OCOC)OCOC)=O)OCOC)OCOC